piperazine bis-dithiocarbamate C(N)(S)=S.C(N)(S)=S.N1CCNCC1